2,4-diamino-5-toluenesulfonic acid NC1=C(C)C=C(C(=C1)N)S(=O)(=O)O